N-[4-[[4-[1-(3-chloro-5-cyano-4-fluoro-phenyl)-1-methyl-ethyl]phenoxy]methyl]pyrimidin-2-yl]methanesulfonamide ClC=1C=C(C=C(C1F)C#N)C(C)(C)C1=CC=C(OCC2=NC(=NC=C2)NS(=O)(=O)C)C=C1